BrC1=C(C(=CC=C1)[N+](=O)[O-])SCC(=O)O 2-(2-bromo-6-nitro-phenyl)sulfanylacetic acid